CC1(CC1)C(=O)NCC=1NC2=CC(=CC=C2C1)OCC1=NC=CC=C1 1-methyl-N-((6-(pyridin-2-ylmethoxy)-1H-indol-2-yl)methyl)cyclopropane-1-carboxamide